FC(C1=CC(=NN1CC(=O)N1CCC(CC1)C1CN(OC=2C(C1)CC=CC2)C(=O)NC2CCCC1=CC=CC=C21)C(F)(F)F)F 4-[1-[2-[5-(difluoromethyl)-3-(trifluoromethyl)pyrazol-1-yl]acetyl]-4-piperidyl]-N-tetralin-1-yl-tetrahydrobenzoxazepine-2-carboxamide